N-(1-(9-(4-methoxybenzyl)-2-(6-methylpyridin-2-yl)-9H-purin-6-yl)-1H-pyrrolo[3,2-c]pyridin-4-yl)cyclopropanecarboxamide COC1=CC=C(CN2C3=NC(=NC(=C3N=C2)N2C=CC=3C(=NC=CC32)NC(=O)C3CC3)C3=NC(=CC=C3)C)C=C1